N-[(4-{[(4-fluorophenyl)methyl]oxy}phenyl)methyl]prop-2-enamide FC1=CC=C(C=C1)COC1=CC=C(C=C1)CNC(C=C)=O